[K].C[Si](C=1C=C(C=C(C1)[Si](C)(C)C)S(=O)(=O)O)(C)C 3,5-bis(trimethylsilyl)benzenesulfonic acid potassium